The molecule is a 2-hydroxy steroid that is estrone substituted by a hydroxy group at position 2. It has a role as a human metabolite. It is a 2-hydroxy steroid and a member of catechols. It derives from an estrone. C[C@]12CC[C@H]3[C@H]([C@@H]1CCC2=O)CCC4=CC(=C(C=C34)O)O